C1(CC1)NC(=O)C1=CC(=NC(=C1)[C@H](C)C1=CC=CC=C1)C(=O)NC |o1:12| (R*)-N4-cyclopropyl-N2-methyl-6-(1-phenylethyl)pyridine-2,4-dicarboxamide